4-chloro-N-(1-ethyl-1H-pyrazol-4-yl)pyrimidin-2-amine ClC1=NC(=NC=C1)NC=1C=NN(C1)CC